7'-((S)-4-acryloyl-2-methylpiperazin-1-yl)-9'-chloro-10'-(2,4-difluorophenyl)-3'H,5'H-spiro[cyclopropane-1,2'-[1,4]thiazino[2,3,4-ij]quinazolin]-5'-one C(C=C)(=O)N1C[C@@H](N(CC1)C1=NC(N2C3=C(C(=C(C=C13)Cl)C1=C(C=C(C=C1)F)F)SC1(C2)CC1)=O)C